BrC=1C=C(N(N1)C1=NC=CC=C1Cl)C(=O)NC1=C(C=C(C=C1C)C(C(=O)OCC=C)(F)F)C(N)=O allyl 2-[4-[[5-bromo-2-(3-chloro-2-pyridyl)pyrazole-3-carbonyl]amino]-3-carbamoyl-5-methyl-phenyl]-2,2-difluoro-acetate